ClC1=CC(=C(C(=C1)C)CC(=O)NC1(CCC(CC1)=O)C(=O)OC)C methyl 1-{[(4-chloro-2,6-dimethylphenyl) acetyl] amino}-4-oxo-cyclohexanecarboxylate